FC=1C=C(C=CC1)NC1C(C(NC2=CC=CC=C12)=O)(C)C 4-((3-Fluorophenyl)amino)-3,3-dimethyl-3,4-dihydroquinolin-2(1H)-one